C1NCC2C1=CCC2 hexahydrocyclopenta[c]pyrrol